N-{[3-(8-{[(3S,4R)-3-fluoro-1-methylpiperidin-4-yl]amino}-3-[(trifluoromethyl)sulfanyl]indolizin-2-yl)-1,2,4-oxadiazol-5-yl]methyl}-5-methoxy-1H-indazole-3-carboxamide F[C@H]1CN(CC[C@H]1NC1=CC=CN2C(=C(C=C12)C1=NOC(=N1)CNC(=O)C1=NNC2=CC=C(C=C12)OC)SC(F)(F)F)C